ClC1=C2C(N3C(=NC2=CC(=C1)Cl)C(C1=CC(=CC=C13)C(=O)N)=O)=O 1,3-dichloro-6,12-dioxoindolo[2,1-b]quinazoline-8-carboxamide